BrC=1C=CC(=C(C1)CN)OC (5-bromo-2-methoxyphenyl)methanamine